OC(=O)C(F)(F)F.FC1=C(C=C(C=C1C)N1N=C2C([C@@H](NCC2)C)=C1N1C(N(C=C1)C1=CC=C(C=C1)CS(=O)(=N)C)=O)C 1-((S)-2-(4-fluoro-3,5-dimethylphenyl)-4-methyl-4,5,6,7-tetrahydro-2H-pyrazolo[4,3-c]pyridin-3-yl)-3-(4-((S-methylsulfonimidoyl)methyl)phenyl)-1,3-dihydro-2H-imidazol-2-one TFA salt